4-(4-(6-(2-(2,6-dioxopiperidin-3-yl)-1-oxoisoindolin-5-yl)hex-5-yn-1-yl)piperazin-1-yl)piperidine O=C1NC(CCC1N1C(C2=CC=C(C=C2C1)C#CCCCCN1CCN(CC1)C1CCNCC1)=O)=O